ClC1=C(C(=NN1CC)CCC)C=O 5-CHLORO-1-ETHYL-3-PROPYL-1H-PYRAZOLE-4-CARBALDEHYDE